C(C1CO1)OCCC[SiH2]CCCOCC1CO1 3-glycidoxypropyl-[3-glycidoxypropyl]silane